1,3-diaminotetrakis(trifluoromethyl)benzene NC1=C(C(=C(C(=C1C(F)(F)F)C(F)(F)F)C(F)(F)F)N)C(F)(F)F